BrC1=C(C=C(C(=C1)F)F)F 1-BROMO-2,4,5-TRIFLUOROBENZENE